3-(4-(4-(((4-aminocyclohexyl)(methyl)amino)methyl)piperidin-1-yl)phenyl)piperidine-2,6-dione NC1CCC(CC1)N(C)CC1CCN(CC1)C1=CC=C(C=C1)C1C(NC(CC1)=O)=O